1-(p-Bromophenyl)-1-phenyl-2-propyn-1-ol BrC1=CC=C(C=C1)C(C#C)(O)C1=CC=CC=C1